5-Chloro-N-(3-((dimethylamino)methyl)-4-(tetrahydrofuran-3-yl)phenyl)-8-(4-methylpyridin-3-yl)quinazolin-2-amine ClC1=C2C=NC(=NC2=C(C=C1)C=1C=NC=CC1C)NC1=CC(=C(C=C1)C1COCC1)CN(C)C